3,5-dithia-1,7-heptanediol C(CSCSCCO)O